tert-butyl 2-chloro-4-[[5-[4-(difluoromethoxy)-2,3-difluoro-phenyl]-1-methyl-imidazole-2-carbonyl]amino]benzoate ClC1=C(C(=O)OC(C)(C)C)C=CC(=C1)NC(=O)C=1N(C(=CN1)C1=C(C(=C(C=C1)OC(F)F)F)F)C